C[C@@H]1CC[C@@H](C2=CC(=CC[C@@H]12)C)C(C)C The molecule is a carbobicyclic compound that is 1,2,3,4,4a,5-hexahydronaphthalene which is substituted at position 1 by a propan-2-yl group and at positions 4 and 7 by methyl groups (the 1R,4R,4aS-diastereoisomer). It is a carbobicyclic compound and a sesquiterpene.